CS(=O)(=O)N1CCNCC1 (methylsulfonyl)piperazin